(1S,3S,4S)-3-acetamido-N-((S)-(3-chloro-2,6-difluorophenyl)(4-fluoro-bicyclo[2.2.1]hept-1-yl)methyl)-4-hydroxycyclopentane-1-carboxamide C(C)(=O)N[C@H]1C[C@@H](C[C@@H]1O)C(=O)N[C@@H](C12CCC(CC1)(C2)F)C2=C(C(=CC=C2F)Cl)F